1,4-bis(2,6-dibromo-4-methylphenylamino)anthracene-9,10-dione BrC1=C(C(=CC(=C1)C)Br)NC1=CC=C(C=2C(C3=CC=CC=C3C(C12)=O)=O)NC1=C(C=C(C=C1Br)C)Br